Cl.IC1=C(C=CC=C1)CCN 2-(2-iodophenyl)ethylamine hydrochloride